3-(2-oxo-6-(piperazin-1-yl)benzo[d]oxazol-3(2H)-yl)piperidine-2,6-dione O=C1OC2=C(N1C1C(NC(CC1)=O)=O)C=CC(=C2)N2CCNCC2